C1(CC1)C=1C(=C(C(N(C1C)C1=C(C=C(C=C1)F)F)=O)C(=O)OC)C1=CC(=C(C=C1)Cl)Cl methyl 5-cyclopropyl-4-(3,4-dichlorophenyl)-1-(2,4-difluorophenyl)-6-methyl-2-oxo-pyridine-3-carboxylate